Triphenyl-(ethyl)phosphonium bromide [Br-].C1(=CC=CC=C1)[P+](CC)(C1=CC=CC=C1)C1=CC=CC=C1